C(#N)C=1C=C(C=CC1F)NC(=O)N1CC=2C(=NN3C2C(CC[C@H](C3)OCC(F)F)(F)F)CC1 (R)-N-(3-Cyano-4-fluorophenyl)-8-(2,2-difluoroethoxy)-11,11-difluoro-3,4,8,9,10,11-hexahydro-1H-pyrido[4',3':3,4]pyrazolo[1,5-a]azepine-2(7H)-carboxamide